O=C1N(C(CC1)=O)OC(=O)C1(CC(CC1)C)NC(=O)OC(C)(C)C 1-((tert-Butoxycarbonyl)amino)-3-methylcyclopentane-1-carboxylic acid 2,5-dioxopyrrolidin-1-yl ester